O=C1NC(CCC1N1C(C2=CC=CC(=C2C1)C#CCCCCS(=O)(=O)[O-])=O)=O 5-(2-(2,6-dioxopiperidin-3-yl)-1-oxoisoindolin-4-yl)pent-4-yn-1-ylmethanesulfonate